tetracarbonic acid amide C(=O)(N)OC(=O)OC(=O)OC(=O)O